6-(3-methylimidazo[4,5-c]pyridin-7-yl)-3-(4-morpholinoanilino)-5-(trifluoromethyl)pyrazine-2-carboxamide CN1C=NC2=C1C=NC=C2C2=C(N=C(C(=N2)C(=O)N)NC2=CC=C(C=C2)N2CCOCC2)C(F)(F)F